NC1=NC2=C(C=3N1N=C(N3)C=3SC=CN3)C=NN2C(C(=O)O)(C)C2=CC=CC=C2 2-(5-amino-2-(thiazol-2-yl)-7H-pyrazolo[4,3-e][1,2,4]triazolo[1,5-c]pyrimidin-7-yl)-2-phenylpropionic acid